3-methyl-4-(2-isothiocyanato)ethylbenzenesulfonamide tert-Butyl-(R)-7-methyl-2-phenyl-3-(((trifluoromethyl)sulfonyl)oxy)-2,4,5,7-tetrahydro-6H-pyrazolo[3,4-c]pyridine-6-carboxylate C(C)(C)(C)OC(=O)N1[C@@H](C=2C(CC1)=C(N(N2)C2=CC=CC=C2)OS(=O)(=O)C(F)(F)F)C.CC=2C=C(C=CC2CCN=C=S)S(=O)(=O)N